(S)-3-(4-phenoxyphenyl)-4-(3-acrylamidopiperidin-1-yl)indole-7-carboxamide O(C1=CC=CC=C1)C1=CC=C(C=C1)C1=CNC2=C(C=CC(=C12)N1C[C@H](CCC1)NC(C=C)=O)C(=O)N